4-(4-Hydroxyphenyl)cyclohexane-1-carboxylic acid methyl ester COC(=O)C1CCC(CC1)C1=CC=C(C=C1)O